[5-[3-[2-[[3-hydroxycyclohexyl]amino]-1,3-benzothiazol-7-yl]phenyl]-2-furyl]phosphonic acid OC1CC(CCC1)NC=1SC2=C(N1)C=CC=C2C=2C=C(C=CC2)C2=CC=C(O2)P(O)(O)=O